CN(C/C=C/C(=O)NC=1C(=CC(=C(C1)NC1=NC=C(C(=N1)C1=CN(C2=CC=CC=C12)C)C(=O)OCC)OC)F)C ethyl (E)-2-((5-(4-(dimethylamino)but-2-enamido)-4-fluoro-2-methoxyphenyl)amino)-4-(1-methyl-1H-indol-3-yl)pyrimidine-5-carboxylate